NC1C(OCC1)CC(=O)O (3-AMINO-TETRAHYDRO-FURAN-2-YL)-ACETIC ACID